t-Butylazaporphine C(C)(C)(C)C=1N=C2NC1C=C1C=CC(=N1)C=C1C=CC(N1)=CC=1C=CC(N1)=C2